[La].[Pt] platinum-lanthanum